N-(3-(4'-Chloro-[1,1'-biphenyl]-4-yl)-1-methyl-1H-pyrrolo[2,3-b]pyridin-5-yl)acrylamide ClC1=CC=C(C=C1)C1=CC=C(C=C1)C1=CN(C2=NC=C(C=C21)NC(C=C)=O)C